NS(=NC(CC1=C(C=C(C=C1C(C)C)C=1C=C2CCOCC2=CC1)C(C)C)=O)(=O)C1=C(N=C(S1)C(C)(C)O)CO N-(amino(4-(hydroxymethyl)-2-(2-hydroxypropan-2-yl)thiazol-5-yl)(oxo)-λ6-sulfaneylidene)-2-(4-(isochroman-6-yl)-2,6-diisopropylphenyl)acetamide